phenol-d5 azide [N-]=[N+]=[N-].C1(=C(C(=C(C(=C1[2H])[2H])[2H])[2H])[2H])O